OC[C@H](C1=CC=CC=C1)NC1=NC(=NC=C1C1=NC(=NO1)N1CCOCC1)NC1=CC=C2C(N(N(C2=C1)C(C)C)C)=O (S)-6-((4-((2-hydroxy-1-phenylethyl)amino)-5-(3-morpholino-1,2,4-oxadiazol-5-yl)pyrimidin-2-yl)amino)-1-isopropyl-2-methyl-1,2-dihydro-3H-indazol-3-one